(S)-3-(4-fluorophenyl)-1-isobutyl-1-(1-(3-methyl-4-oxo-3,4-dihydrophthalazin-1-yl)ethyl)urea FC1=CC=C(C=C1)NC(N([C@@H](C)C1=NN(C(C2=CC=CC=C12)=O)C)CC(C)C)=O